BrC=1C=NC=CC1OCC 3-bromo-4-ethoxypyridine